Copper Phosphate Hydrate O.P(=O)([O-])([O-])[O-].[Cu+2].P(=O)([O-])([O-])[O-].[Cu+2].[Cu+2]